2-amino-2-(tetrahydrofuran-3-yl)ethanol NC(CO)C1COCC1